C(C)(C)N1N=C(N=C1[C@H]1C[C@H](CC1)N1CCOCC1)C1=CC(=CC=C1)C(F)(F)F 4-((1S,3R)-3-(1-isopropyl-3-(3-(trifluoromethyl)phenyl)-1H-1,2,4-triazol-5-yl)cyclopentyl)morpholine